ClC=1C=C(C=CC1N1C(N(C=C1)C)=O)C1=C(C(=CC(=C1)F)C=1C=NC(=C(C1)N1CC2(CCCN2C(C)C)CC1)OC)O 1-(3-chloro-5'-fluoro-2'-hydroxy-3'-(5-(1-isopropyl-1,7-diazaspiro[4.4]nonan-7-yl)-6-methoxypyridin-3-yl)-[1,1'-biphenyl]-4-yl)-3-methyl-1H-imidazol-2(3H)-one